6-chloro-9-ethyl-8-iodo-1-methyl-9H-pyrido[3,4-b]indole ClC=1C=C2C3=C(N(C2=C(C1)I)CC)C(=NC=C3)C